The molecule is the L-enantiomer of lysinium(2+). It has a role as an Escherichia coli metabolite, a Saccharomyces cerevisiae metabolite and a plant metabolite. It is a conjugate acid of a L-lysinium(1+). It is an enantiomer of a D-lysinium(2+). C(CC[NH3+])C[C@@H](C(=O)O)[NH3+]